COC=1C=C2C(=NC=NC2=CC1OC)NCC1=NC=C(C=N1)B(O)O 2-((6,7-dimethoxyquinazolin-4-ylamino)methyl)pyrimidin-5-ylboronic acid